C(C)(C)(C)OC(=O)N[C@@H](C(=O)O)[C@@H](C)O (2R,3R)-2-(tert-butoxycarbonylamino)-3-hydroxy-butanoic acid